ClCCN(P1(OCCCN1)=O)CCCl N,N-bis(2-chloroethyl)tetrahydro-2H-1,3,2-oxazaphosphorin-2-amine-2-oxide